6-[(3R)-3-Aminopyrrolidin-1-yl]-N-{(1R)-1-[3-(difluoromethyl)-2-fluorophenyl]ethyl}-2-methylpyrido[3,4-d]pyrimidin-4-amine hydrochloride Cl.N[C@H]1CN(CC1)C1=CC2=C(N=C(N=C2N[C@H](C)C2=C(C(=CC=C2)C(F)F)F)C)C=N1